NC1=NC=C(C2=C1C=NN2COCC[Si](C)(C)C)NC(=O)C(=O)N(CC2=NC=CC=C2)CC=2C=C(C=CC2)C N-[4-amino-1-(2-trimethylsilylethoxymethyl)pyrazolo[4,3-c]pyridin-7-yl]-N'-(m-tolylmethyl)-N'-(2-pyridylmethyl)oxamide